tert-Butyl (S)-4-(6-((1-(4-(difluoromethyl)phenyl)-4-methyl-1H-1,2,3-triazol-5-yl)methoxy)pyridazin-3-yl)-2-(methylcarbamoyl)piperazine-1-carboxylate FC(C1=CC=C(C=C1)N1N=NC(=C1COC1=CC=C(N=N1)N1C[C@H](N(CC1)C(=O)OC(C)(C)C)C(NC)=O)C)F